[S-]C(C(=O)[O-])C sulfido-propionate